C(#N)C1=C(C=C(C(=O)NC=2C=NC(=CC2)C2=C(C=C(C=C2)C2=NOC(=N2)C)C2CC2)C=C1)OCCN(C)C 4-cyano-N-(6-(2-cyclopropyl-4-(5-methyl-1,2,4-oxadiazol-3-yl)phenyl)pyridin-3-yl)-3-(2-(dimethylamino)ethoxy)benzamide